FC(C1=CC=C(C=C1)C1=CC=CC(=N1)CS(=O)(=O)CC1CN(CC12CN(C2)C(=O)OC(C)(C)C)C(=O)[O-])(F)F 2-(tert-butyl) 8-((((6-(4-(trifluoromethyl)phenyl)pyridin-2-yl)methyl)sulfonyl)methyl)-2,6-diazaspiro[3.4]octane-2,6-dicarboxylate